N2-[3-chloro-2-(octahydroisoindol-1-yl)pyridin-5-yl]-5-methyl-N4-(2-oxo-2,3-dihydro-1,3-benzoxazol-5-yl)-2,4-pyrimidinediamine ClC=1C(=NC=C(C1)NC1=NC=C(C(=N1)NC=1C=CC2=C(NC(O2)=O)C1)C)C1NCC2CCCCC12